tert-butyl (Z)-4-(3-(3-(2-isopropyl-5-methylphenyl)-4-oxothiazolidin-2-ylidene)ureido)benzoate C(C)(C)C1=C(C=C(C=C1)C)N1/C(/SCC1=O)=N/C(NC1=CC=C(C(=O)OC(C)(C)C)C=C1)=O